(S)-N-(4-(1H-pyrazol-4-yl)phenyl)-3-amino-2-phenylpropionamide dihydrochloride Cl.Cl.N1N=CC(=C1)C1=CC=C(C=C1)NC([C@H](CN)C1=CC=CC=C1)=O